N[C@@H]1[C@H](CC2=CC=CC=C12)OC=1C=C2CN(C(C2=CC1)=O)N1C(CCCC1=O)=O (5-(((1S,2S)-1-amino-2,3-dihydro-1H-inden-2-yl)oxy)-1-oxoisoindolin-2-yl)piperidine-2,6-dione